1-(2,6-dimethylpyridin-3-yl)-1H-1,2,3-triazole-4-carboxylic acid CC1=NC(=CC=C1N1N=NC(=C1)C(=O)O)C